C1(CC1)NC1=NC=CC=2N1C=C(N2)C(=O)OCC ethyl 5-(cyclopropylamino)imidazo[1,2-c]pyrimidine-2-carboxylate